1-methyl-2,6-dioxo-piperidine CN1C(CCCC1=O)=O